CN([C@H]1CC[C@H](CC1)NC1=NN2C(C=N1)=C(C=C2)C=2C=CC=1N(C2)C(=CN1)C(=O)N1CCCC1)C (6-(2-((cis-4-(dimethylamino)cyclohexyl)amino)pyrrolo[2,1-f][1,2,4]triazin-5-yl)imidazo[1,2-a]pyridin-3-yl)(pyrrolidin-1-yl)methanone